COC=1N=C2C(=CC=NC2=CC1OC)OC1=C(C=C(C=C1)NC(=O)C=1C(N(N=CC1COC)C1=CC=C(C=C1)F)=O)F N-[4-[(6,7-dimethoxy-1,5-naphthyridin-4-yl)oxy]-3-fluorophenyl]-2-(4-fluorophenyl)-5-(methoxymethyl)-3-oxopyridazine-4-carboxamide